(adamantan-1-yl)-2-((6-(4-fluorophenoxy)-2-(methylsulfonyl)pyrimidin-4-yl)oxy)acetamide C12(CC3CC(CC(C1)C3)C2)C(C(=O)N)OC2=NC(=NC(=C2)OC2=CC=C(C=C2)F)S(=O)(=O)C